[Al].[V].[Co].[Mn] manganese cobalt vanadium aluminum